C1(CCCC1)OC1=CC(=C(C=C1F)NC(=O)C1=COC2=C1C=CC(=C2)C2=NN=NN2)F N-(4-(cyclopentyloxy)-2,5-difluorophenyl)-6-(1H-tetrazol-5-yl)benzofuran-3-carboxamide